CC1=CC=C(C=C1)C=1C=NC2=NC3=C(N2C1)C=CC=C3 3-(4-methylphenyl)pyrimido[1,2-a]benzimidazole